[O-]S(=O)(=O)C(F)(F)F.C(C)(C)OC(=O)OCOC(C(=O)OC1CC2CCC(C1)[N+]21CCCC1)(C1=CC=CC=C1)C1=CC=CC=C1 3-(2-(((isopropoxycarbonyl)oxy)methoxy)-2,2-diphenylacetoxy)spiro[bicyclo[3.2.1]octane-8,1'-pyrrolidin]-8-ium triflate